OC1(C(=C(C(O1)=O)C(=O)NOC)C=1NC2=CC=CC(=C2C1)C)C1=CC=CC=C1 5-hydroxy-N-methoxy-4-(4-methyl-1H-indol-2-yl)-2-oxo-5-phenyl-2,5-dihydrofuran-3-carboxamide